methyl 3-(1,1-difluoroethyl)-5-fluoro-4-nitrobenzoate FC(C)(F)C=1C=C(C(=O)OC)C=C(C1[N+](=O)[O-])F